C(C1=CC=CC=C1)OC=1C=C(C2=CC=CC=C2C1)C=O 3-(benzyloxy)-1-naphthaldehyde